C(C)(C)(C)OC(=O)N1CCC(CC1)C(C(=O)OC)Br 4-(1-bromo-2-methoxy-2-oxoethyl)piperidine-1-carboxylic acid tert-butyl ester